[N+](=[N-])=CC(CC[C@@H](C(=O)OC([C@H](CCC(C=[N+]=[N-])=O)NC([C@@H](C)OC)=O)=O)NC([C@@H](C)OC)=O)=O (S)-6-diazo-2-((R)-2-methoxypropanamido)-5-oxohexanoic anhydride